ClC1=CC=C(C=C1)C1(CNCC1)N(S(=O)(=O)C1=CC=C(C=C1)OC(F)(F)F)C N-(3-(4-chlorophenyl)pyrrolidin-3-yl)-N-methyl-4-(trifluoromethoxy)benzene-sulfonamide